OCC=1C=C(C2=C(C=CO2)C1)C=1C=C(CNS(=O)C(C)(C)C)C=CC1 N-(3-(5-(hydroxymethyl)benzofuran-7-yl)benzyl)-2-methylpropan-2-sulfinamide